ClC=1C=C(C2=C(NC(C[C@H](N2)C)=O)C1CC)C=1C=CC=C2C=C(N=CC12)C=1C=CC(=NC1)C(=O)[O-].[Li+] lithium (R)-5-(8-(8-chloro-9-ethyl-4-methyl-2-oxo-2,3,4,5-tetrahydro-1H-benzo[b][1,4]diazepin-6-yl)isoquinolin-3-yl)picolinate